FC(C=1C=C(C=O)C=C(C1)C(F)(F)F)(F)F 3,5-bistrifluoromethylbenzaldehyde